propylenebismyristic amide C(C(C)CCCCCCCCCCCCCC(=O)N)CCCCCCCCCCCCCC(=O)N